N-[2-(dimethylamino)ethyl]-4-[[2-(4-methoxyphenyl)imidazo[1,2-a]pyrazin-3-yl]amino]benzamide CN(CCNC(C1=CC=C(C=C1)NC1=C(N=C2N1C=CN=C2)C2=CC=C(C=C2)OC)=O)C